ClC=1C(=C2C=NNC2=CC1Cl)OC1=NC=CC2=C1N=C(N=C2N2CCN(CC2)C(C=C)=O)O[C@@H]2CN(C[C@H]2OC)C 1-[4-(8-[(5,6-dichloro-1H-indazol-4-yl)oxy]-2-([(3R,4R)-4-methoxy-1-methylpyrrolidin-3-yl]oxy)pyrido[3,4-d]pyrimidin-4-yl)piperazin-1-yl]prop-2-en-1-one